tert-butyl 4-((6-(4,4,5,5-tetramethyl-1,3,2-dioxaborolan-2-yl)isoquinolin-4-yl)oxy)piperidine-1-carboxylate CC1(OB(OC1(C)C)C=1C=C2C(=CN=CC2=CC1)OC1CCN(CC1)C(=O)OC(C)(C)C)C